3-[2-Chloro-5-(3,5-dimethyl-2,6-dioxo-4-sulfanyliden-1,3,5-triazinan-1-yl)-4-fluorophenyl]-5-methyl-4,5-dihydro-1,2-oxazol ClC1=C(C=C(C(=C1)F)N1C(N(C(N(C1=O)C)=S)C)=O)C1=NOC(C1)C